(S)-1'-(5-((4-(trifluoromethyl)pyrimidin-5-yl)thio)-1H-imidazo[4,5-b]pyrazin-2-yl)-1,3-dihydrospiro[indene-2,4'-piperidin]-1-amine FC(C1=NC=NC=C1SC=1N=C2C(=NC1)NC(=N2)N2CCC1(CC2)[C@@H](C2=CC=CC=C2C1)N)(F)F